BrC=1C=C2C=CN(C(C2=CC1)=O)CCO 6-bromo-2-(2-hydroxyethyl)isoquinolin-1(2H)-one